N-((2R,3S)-1-(5-isopropyl-3-((2-(1-(pyridin-4-ylmethyl)-1H-pyrazol-4-yl)pyrimidin-4-yl)amino)isoquinolin-8-yl)-2-methylazetidin-3-yl)-N-methylmethanesulfonamide C(C)(C)C1=C2C=C(N=CC2=C(C=C1)N1[C@@H]([C@H](C1)N(S(=O)(=O)C)C)C)NC1=NC(=NC=C1)C=1C=NN(C1)CC1=CC=NC=C1